N-[[(1S,2R)-2-Hydroxy-cyclohexyl]-methyl]-2-isopropyl-4-methyl-6-morpholin-4-yl-pyridine-3-carboxylic acid amide O[C@H]1[C@@H](CCCC1)CNC(=O)C=1C(=NC(=CC1C)N1CCOCC1)C(C)C